BrC1=CC=C(COC2=C(C=O)C=C(C=C2)[N+](=O)[O-])C=C1 ((4-bromobenzyl)oxy)-5-nitrobenzaldehyde